(S)-N2-methyl-3-(1-phenylethoxy)-N5-(2,2,2-trifluoroethyl)-1H-pyrrole-2,5-dicarboxamide CNC(=O)C=1NC(=CC1O[C@@H](C)C1=CC=CC=C1)C(=O)NCC(F)(F)F